NC1=C2N=CN(C2=NC=N1)[C@H]1C=C[C@@](C1)(C)OCP(OCC)(OCC)=O diethyl ((((1S,4R)-4-(6-amino-9H-purin-9-yl)-1-methylcyclopent-2-en-1-yl)oxy)methyl)phosphonate